1-methyl-6-(1-methylpiperidin-4-yl)pyrido[3,4-d]pyridazin-7(6H)-one CC=1C=2C(C=NN1)=CN(C(C2)=O)C2CCN(CC2)C